FC(C1=NN(C(=C1)C(=O)N1[C@@H](C2=C(CC1)NC=N2)C=2OC1=C(N2)C=CC=C1OC)C)F (S)-(3-(difluoromethyl)-1-methyl-1H-pyrazol-5-yl)(4-(7-methoxybenzo[d]oxazol-2-yl)-6,7-dihydro-1H-imidazo[4,5-c]pyridin-5(4H)-yl)methanone